CN(C1=CC=C(C=CC=2SC3=C(N2)C(=CC=C3)CCI)C=C1)C 2-(p-dimethylaminostyryl)benzothiazolylethyliodide